3-[4-[4-[(4S)-3,3-difluoro-4-piperidinyl]piperazin-1-yl]-3-methyl-2-oxo-imidazo[4,5-c]pyridin-1-yl]piperidine-2,6-dione FC1(CNCC[C@@H]1N1CCN(CC1)C1=NC=CC2=C1N(C(N2C2C(NC(CC2)=O)=O)=O)C)F